OC(C)[C@@H]1CN(CCO1)C(=O)OC(C)(C)C tert-butyl (2S)-2-(1-hydroxyethyl)morpholine-4-carboxylate